(S)-4-(4-Fluorophenoxy)-N-(5-methyl-7-(5-(methylamino)-3-methylenpent-1-yn-1-yl)-4-oxo-2,3,4,5-tetrahydrobenzo[b][1,4]oxazepin-3-yl)picolinamid FC1=CC=C(OC2=CC(=NC=C2)C(=O)N[C@@H]2C(N(C3=C(OC2)C=CC(=C3)C#CC(CCNC)=C)C)=O)C=C1